C(C1=CC=CC=C1)N1C2=NC=NC(=C2N=C1C1=C(C=C(C=C1)OC)Cl)OC1(CC1)C 9-benzyl-8-(2-chloro-4-methoxyphenyl)-6-(1-methylcyclopropoxy)-9H-purine